tert-butyl 7-((6-((dimethylamino)methyl)-5-(3-hydroxycyclopentyl)pyridin-2-yl)amino)-1-oxo-4-(4,4,5,5-tetramethyl-1,3,2-dioxaborolan-2-yl)isoindoline-2-carboxylate CN(C)CC1=C(C=CC(=N1)NC=1C=CC(=C2CN(C(C12)=O)C(=O)OC(C)(C)C)B1OC(C(O1)(C)C)(C)C)C1CC(CC1)O